N-(3-(5-((3-propionamidophenyl)amino)-1-methyl-6-oxo-1,6-dihydropyridin-3-yl)-2-methylphenyl)-4-(tert-butyl)benzamide C(CC)(=O)NC=1C=C(C=CC1)NC1=CC(=CN(C1=O)C)C=1C(=C(C=CC1)NC(C1=CC=C(C=C1)C(C)(C)C)=O)C